FC=1C=C(C2=C(OCCO2)C1)NC1=NC=2N(C(=C1)NC)N=CC2NC(=O)N[C@@H]2[C@H](C2)F 1-(5-((7-fluoro-2,3-dihydrobenzo[b][1,4]dioxin-5-yl)amino)-7-(methylamino)pyrazolo[1,5-a]pyrimidin-3-yl)-3-((1S,2S)-2-fluorocyclopropyl)urea